N-(4-((3-(2-chloropyrimidin-4-yl)pyridin-4-yl)oxy)-2-(trifluoromethyl)phenyl)benzenesulfonamide ClC1=NC=CC(=N1)C=1C=NC=CC1OC1=CC(=C(C=C1)NS(=O)(=O)C1=CC=CC=C1)C(F)(F)F